C1(CC1)C=1N=NN(C1)[C@@H](C(=O)N1C(CC(C1)O)C(=O)NC1CC=2N(CC1)C=NC2)C(C)(C)C 1-[(2R)-2-(4-cyclopropyl-triazol-1-yl)-3,3-dimethyl-butyryl]-4-hydroxy-N-(5,6,7,8-tetrahydroimidazo[1,5-a]pyridin-7-yl)pyrrolidine-2-carboxamide